O=C[C@@H](O)[C@H](O)[C@@H](O)[C@H](O)C(=O)OCCC propyl iduronate